1-chloro-8-methyl-nonane ClCCCCCCCC(C)C